2-((6-azaspiro[2.5]octan-6-yl)sulfonyl)-7-fluoro-5-methyl-4-(1-methyl-1H-1,2,4-triazol-3-yl)-1H-indole C1CC12CCN(CC2)S(=O)(=O)C=2NC1=C(C=C(C(=C1C2)C2=NN(C=N2)C)C)F